N1(CCCCC1)C(COC(CN(CCC)C)C)C 2-[2-(1-piperidinyl)propoxy]propyl-N-methyl-N-propyl-amine